FC(C1=NC(=NO1)C1=CN=C(S1)N1C2CN(C(C1)C2)C(=O)OC(C)(C)C)(F)F tert-butyl 5-(5-(5-(trifluoromethyl)-1,2,4-oxadiazol-3-yl)thiazol-2-yl)-2,5-diazabicyclo[2.2.1]heptane-2-carboxylate